[C@H]12CN(C[C@H](CC1)N2)C2=NC(=NC1=C(C(=C(C=C21)F)C2=CNC1=CC(=CC=C21)Cl)F)OC[C@H]2N(CCC2)C 4-((1R,5S)-3,8-diazabicyclo[3.2.1]octan-3-yl)-7-(6-chloro-1H-indol-3-yl)-6,8-difluoro-2-(((S)-1-methylpyrrolidin-2-yl)methoxy)quinazoline